C(C)N(C1=CC=C(C=C1)C1(OC(CC(O1)=O)=O)C)CC 2-(4-(diethylamino)phenyl)-2-methyl-1,3-dioxane-4,6-dione